2-cyanoacetic acid 2,5-dioxopyrrolidin-1-yl ester O=C1N(C(CC1)=O)OC(CC#N)=O